2-(4-Methoxyphenoxy)-N-(2-methylsulfanylethyl)-N-(1H-pyrazol-3-yl)acetamid COC1=CC=C(OCC(=O)N(C2=NNC=C2)CCSC)C=C1